FC(C1(CC1)COC1=NN(C=C1)C1=CC=C(C=N1)C(=O)N)(F)F 6-[3-[[1-(trifluoromethyl)cyclopropyl]methoxy]pyrazol-1-yl]pyridine-3-carboxamide